BrCC1=NC=C(C=C1)C=1N(C=C(N1)C(F)(F)F)CC 2-(bromomethyl)-5-(1-ethyl-4-(trifluoromethyl)-1H-imidazol-2-yl)pyridine